tert-Butyl N-[6-(3-bromo-2-thienyl)hexyl]carbamate BrC1=C(SC=C1)CCCCCCNC(OC(C)(C)C)=O